(2S,4R)-1-[(2S)-2-(4-cyclopropyltriazol-1-yl)-3,3-dimethyl-butanoyl]-4-hydroxy-N-[2-(2-oxopyrimidin-1-yl)ethyl]pyrrolidine-2-carboxamide C1(CC1)C=1N=NN(C1)[C@H](C(=O)N1[C@@H](C[C@H](C1)O)C(=O)NCCN1C(N=CC=C1)=O)C(C)(C)C